2-[(2S)-4-[2-[[(2R,4S)-4-[tert-butyl(diphenyl)silyl]oxy-1-methyl-pyrrolidin-2-yl]methoxy]-7-(1-naphthyl)-6,8-dihydro-5H-pyrido[3,4-d]pyrimidin-4-yl]piperazin-2-yl]acetonitrile [Si](C1=CC=CC=C1)(C1=CC=CC=C1)(C(C)(C)C)O[C@H]1C[C@@H](N(C1)C)COC=1N=C(C2=C(N1)CN(CC2)C2=CC=CC1=CC=CC=C21)N2C[C@@H](NCC2)CC#N